(S,E)-methyl 7-(1-(2-((1R,2R,4S)-bicyclo[2.2.1]heptan-2-ylamino)-2-oxoethyl)-2-oxo-1,2-dihydropyridin-3-ylamino)-6-(1-methyl-1H-imidazole-5-carboxamido)-7-oxohept-2-enoate [C@@H]12[C@@H](C[C@@H](CC1)C2)NC(CN2C(C(=CC=C2)NC([C@H](CC/C=C/C(=O)OC)NC(=O)C2=CN=CN2C)=O)=O)=O